C(C)N(C(\C(=C\OC)\[C@@H]1[C@@H](CN2CCC3=C([C@@H]2C1)NC1=CC=CC(=C13)OC)CC)=O)CC (E)-N,N-diethyl-2-((2S,3S,12bS)-3-ethyl-8-methoxy-1,2,3,4,6,7,12,12b-octahydroindolo[2,3-a]quinolizin-2-yl)-3-methoxyacrylamide